C(C)(C)C1=C(NC2=CC=C(C=C12)C1CCNCC1)C1=CC(=NC=C1)C(F)(F)F 3-isopropyl-5-(piperidin-4-yl)-2-(2-(trifluoromethyl)pyridin-4-yl)-1H-indole